(R)-tert-Butyl (2-amino-1-phenylethyl)(ethyl)carbamate NC[C@@H](C1=CC=CC=C1)N(C(OC(C)(C)C)=O)CC